acrylamido-3,3-dimethylhexanoic acid C(C=C)(=O)NC(C(=O)O)C(CCC)(C)C